Natrium (S)-3-(3-(1,6-Dimethyl-4-oxido-2-oxo-1,2-Dihydropyridin-3-yl)ureido)-3-(5-(2-Methylbenzyl)thiophen-2-yl)propanoat CN1C(C(=C(C=C1C)[O-])NC(N[C@@H](CC(=O)[O-])C=1SC(=CC1)CC1=C(C=CC=C1)C)=O)=O.[Na+].[Na+]